CC=1N(C(=CN1)[N+](=O)[O-])C[C@H]1OC1 methyl-5-nitro-1-(((R)-oxiran-2-yl)methyl)1H-imidazole